1-(3,5-Dimethylphenyl)naphtho[2',3':4,5]thieno[2,3-c]pyridine CC=1C=C(C=C(C1)C)C1=NC=CC2=C1SC1=C2C=C2C=CC=CC2=C1